(5-(2,6-difluoro-4-((isopropylamino)methyl)phenyl)-1H-pyrazolo[3,4-c]pyridin-3-yl)-2-fluoro-3-(4-methylpiperazin-1-yl)benzamide FC1=C(C(=CC(=C1)CNC(C)C)F)C=1C=C2C(=CN1)NN=C2C2=C(C(=C(C(=O)N)C=C2)F)N2CCN(CC2)C